C1(CC1)C1=NC=NC(=C1C=1N=CC2=C(N1)N(C(C=C2)=O)CC21CCC(CC2)(C1)C=1N(C=C(N1)C(F)(F)F)C)OC 2-(4-cyclopropyl-6-methoxypyrimidin-5-yl)-8-((4-(1-methyl-4-(trifluoromethyl)-1H-imidazol-2-yl)bicyclo[2.2.1]heptan-1-yl)methyl)pyrido[2,3-d]pyrimidin-7(8H)-one